CN1N=C(C=C1)C=1C=C(C=CC1C1C(C1)N)C1=CC=CC=C1 2-(3-(1-methyl-1H-pyrazol-3-yl)-[1,1'-biphenyl]-4-yl)cyclopropan-1-amine